(-)-(S)-N-(2,6-dimethylphenyl)-1-N-propylPiperidine-2-carboxamide hydrochloride monohydrate O.Cl.CC1=C(C(=CC=C1)C)NC(=O)[C@H]1N(CCCC1)CCC